BrC1=C(C=C(C=C1)[N+](=O)[O-])NC1=NC(=NC=C1)NC=1C=NN(C1)C N4-(2-bromo-5-nitrophenyl)-N2-(1-methyl-1H-pyrazol-4-yl)pyrimidine-2,4-diamine